1-(5-chloro-3-fluoropyridin-2-yl)-3-(2-(methylsulfonyl)ethyl)-4-(4-(trifluoromethyl)benzyl)piperazine-2,5-dione ClC=1C=C(C(=NC1)N1C(C(N(C(C1)=O)CC1=CC=C(C=C1)C(F)(F)F)CCS(=O)(=O)C)=O)F